N-((R)-1-(2-methyl-3-(trifluoromethyl)phenyl)ethyl)-6-((R)-2-methylpiperazin-1-yl)quinolin-4-amine CC1=C(C=CC=C1C(F)(F)F)[C@@H](C)NC1=CC=NC2=CC=C(C=C12)N1[C@@H](CNCC1)C